ClC=1C=NC=C(C1[C@@H](C)OC=1C=C2C(=NNC2=CC1)C=1C=C(C(=NC1)N1CC2(C1)CN(C2)S(=O)(=O)C)CNC)Cl (R)-1-(5-(5-(1-(3,5-dichloropyridin-4-yl)ethoxy)-1H-indazol-3-yl)-2-(6-(methylsulfonyl)-2,6-diazaspiro[3.3]heptan-2-yl)pyridin-3-yl)-N-methylmethanamine